C(C)(C)(C)OC(=O)N1C(C=CCC1)C=1N=C2N(C(C1)=O)C=C(C=C2)C2=CC(=C(C=C2)OC)F (7-(3-fluoro-4-methoxyphenyl)-4-oxo-4H-pyrido[1,2-a]pyrimidin-2-yl)-5,6-dihydropyridine-1(2H)-carboxylic acid tert-butyl ester